NC1=CC=C(C=2C=CC=C(C12)S(=O)(=O)[O-])S(=O)(=O)[O-].[Na+].[Na+] sodium 4-amino-1,5-naphthalenedisulfonate